BrC=1C=C(C=2N(C1)C(=C(N2)C)C)F 6-bromo-8-fluoro-2,3-dimethylimidazo[1,2-a]pyridine